ClC1=CC=2C3=C(N(C(N(C2N=C1)CC)=O)C1=C(C=C(C=C1F)NCCNCCCC(=O)OC(C)(C)C)F)C=C(C=C3)C#N tert-butyl 4-((2-((4-(2-chloro-9-cyano-5-ethyl-6-oxo-5,6-dihydro-7H-benzo[d]pyrido[3,2-f][1,3]diazepin-7-yl)-3,5-difluorophenyl)amino)ethyl)amino)butanoate